(2R,4S)-1-(tert-butoxycarbonyl)-4-((S)-2-((tert-butoxycarbonyl)amino)-3-methylbutanamido)-2-(4-(4,4,5,5-tetramethyl-1,3,2-dioxaborolan-2-yl)butyl)piperidine-2-carboxylic acid C(C)(C)(C)OC(=O)N1[C@](C[C@H](CC1)NC([C@H](C(C)C)NC(=O)OC(C)(C)C)=O)(C(=O)O)CCCCB1OC(C(O1)(C)C)(C)C